3-amino-5-(2-amino-2,3-dihydrospiro[indene-1,4'-piperidin]-1'-yl)pyridine NC=1C=NC=C(C1)N1CCC2(CC1)C(CC1=CC=CC=C12)N